N-[2-[(3-aminocyclobutyl)amino]-2-oxo-ethyl]-4-[[3-[1-(2,2-difluoroethyl)-3-(trifluoromethyl)pyrazol-4-yl]imidazo[1,2-a]pyrazin-8-yl]amino]-2-ethyl-benzamide formate C(=O)O.NC1CC(C1)NC(CNC(C1=C(C=C(C=C1)NC=1C=2N(C=CN1)C(=CN2)C=2C(=NN(C2)CC(F)F)C(F)(F)F)CC)=O)=O